(3-fluoro-5-(1-(4-fluorophenyl)-1H-pyrrol-3-yl)phenyl)methylamine hydrochloride Cl.FC=1C=C(C=C(C1)C1=CN(C=C1)C1=CC=C(C=C1)F)CN